NN1N=C(N=C1N)[N+](=O)[O-] 1,5-diamino-3-nitro-1,2,4-triazole